tert-butyl 4-cyano-4-(2-oxoethyl)piperidine-1-carboxylate C(#N)C1(CCN(CC1)C(=O)OC(C)(C)C)CC=O